4-methyl-1-(1-methyl-6-((2-(trifluoromethyl)pyridin-3-yl)thio)-1H-imidazo[4,5-b]pyrazin-2-yl)piperidin-4-amine CC1(CCN(CC1)C1=NC=2C(=NC(=CN2)SC=2C(=NC=CC2)C(F)(F)F)N1C)N